tert-butyl-3-[6-(2,8-dimethylimidazo[1,2-b]pyridazin-6-yl)-7-methoxy-1-oxo-2-isoquinolyl]pyrrolidine-1-carboxylate C(C)(C)(C)OC(=O)N1CC(CC1)N1C(C2=CC(=C(C=C2C=C1)C=1C=C(C=2N(N1)C=C(N2)C)C)OC)=O